C1=CC(=CC=2C3=CC=CC=C3C=CC12)C1=CC=CC=C1C(=O)[O-] phenanthrene-3-benzoate